C(CCC)S(=O)(=O)[O-].[Li+] lithium butanesulfonate